(2-chloro-4-fluorophenyl)-N-[6-(3,5-difluorophenylamino)pyridazin-4-yl]acetamide ClC1=C(C=CC(=C1)F)CC(=O)NC1=CN=NC(=C1)NC1=CC(=CC(=C1)F)F